C1(CC1)(C(=O)[O-])C(=O)[O-] trans-1,1-cyclopropanedicarboxylate